(1R,3S)-3-{3-[(1,2-oxazol-5-ylacetyl)amino]-1H-pyrazol-5-yl}cyclopentyl [(2S)-2-methylbutyl]carbamate C[C@H](CNC(O[C@H]1C[C@H](CC1)C1=CC(=NN1)NC(CC1=CC=NO1)=O)=O)CC